1-(2,3-dihydroxypropyl)pyrrolidine OC(CN1CCCC1)CO